C(C)C1(CCNCC1)C(=O)NC1CCOCC1 4-ethyl-N-tetrahydropyran-4-yl-piperidine-4-carboxamide